N[C@@H]1[C@@H](OCC12CCN(CC2)C=2N=CC(=NC2)SC=2C(=C(C=CC2)NC(=O)NS(=O)(=O)C2=C(C=CC=C2)F)Cl)C N-((3-((5-((3S,4S)-4-amino-3-methyl-2-oxa-8-azaspiro[4.5]decan-8-yl)pyrazin-2-yl)thio)-2-chloro-phenyl)carbamoyl)-2-fluoro-benzenesulfonamide